4-[(1S)-1-[[4-[2-(4-Cyanophenoxy)ethylamino]tetrahydropyran-4-carbonyl]amino]ethyl]benzoic acid, hydrochloride salt Cl.C(#N)C1=CC=C(OCCNC2(CCOCC2)C(=O)N[C@@H](C)C2=CC=C(C(=O)O)C=C2)C=C1